ClC=1C=C2C=C(NC2=CC1)CNC(N([C@H]1CN(CCC1)C(=O)C1NCCOC1)C)=O 3-((5-chloro-1H-indol-2-yl)methyl)-1-methyl-1-((3R)-1-(morpholine-3-carbonyl)piperidin-3-yl)urea